C1(=CC=CC=C1)C(=C)C(C(CC)(C)C1=CC=CC=C1)C 2,4-diphenyl-3,4-dimethyl-1-hexene